OCC1C2C3C(CC(C2CC1)C3)CO 3,9-bis(hydroxymethyl)tricyclo[5.2.1.02,6]decane